C(=C)C(C(=O)O)CCCCC(C)(C)C.C(CCCCCC(C)(C)C)(=O)OC=C vinyl neodecanoate (vinyl neodecanoate)